2,4,6,8-tetra-n-butyl-2,4,6,8-tetraazaadamantane C(CCC)N1C2N(C3N(C(N(C1C3)CCCC)C2)CCCC)CCCC